CC1=C(C=2N(C=C1C=1NC3=CC=C(C=C3C1C(C)C)C1CN(C1)CC(=O)NC)N=CN2)C 2-(3-(2-(7,8-Dimethyl-[1,2,4]triazolo[1,5-a]pyridin-6-yl)-3-isopropyl-1H-indol-5-yl)azetidin-1-yl)-N-methylacetamid